3-(6-((6-amino-9H-purine-9-yl)methyl)pyridin-3-yl)prop-2-yn-1-ol NC1=C2N=CN(C2=NC=N1)CC1=CC=C(C=N1)C#CCO